N=C(CCNC(=O)C=1N(C=C(C1)NC(=O)C=1N(C=C(C1)NC(C1=CC=C(C=C1)\C=C\C=1C=NC2=CC=CC=C2C1)=O)C)C)N1CCSCC1 (E)-N-(3-imino-3-thiomorpholinopropyl)-1-methyl-4-(1-methyl-4-(4-(2-(quinolin-3-yl)vinyl)benzamido)-1H-pyrrole-2-carboxamido)-1H-pyrrole-2-carboxamide